1,3,5-tris(4-(pyridin-4-yl)quinolin-2-yl)benzene N1=CC=C(C=C1)C1=CC(=NC2=CC=CC=C12)C1=CC(=CC(=C1)C1=NC2=CC=CC=C2C(=C1)C1=CC=NC=C1)C1=NC2=CC=CC=C2C(=C1)C1=CC=NC=C1